CC(C)(C)OC(=O)N[C@H]1C[C@@H](CNC1)F tert-butyl N-[(3S,5S)-5-fluoropiperidin-3-yl]carbamate